(R)-2-methyl-3-oxo-3,4-dihydro-2H-benzo[b][1,4]oxazine-6-carbonitrile C[C@@H]1C(NC2=C(O1)C=CC(=C2)C#N)=O